BrC1=CC=C2CN(C(C2=C1)=O)C1C(NC(CC1)=O)=O 3-(6-bromo-1-oxo-1,3-dihydro-2H-isoindol-2-yl)piperidine-2,6-dione